{2-Chloro-4-[(4-trifluoromethyl-phenylamino)-methyl]phenyl}-carbamic acid ethyl ester C(C)OC(NC1=C(C=C(C=C1)CNC1=CC=C(C=C1)C(F)(F)F)Cl)=O